3,7-Dimethylocta-1,6-dien-3-yl acetate C(C)(=O)OC(C=C)(CCC=C(C)C)C